N-(3-(2-aminoquinazolin-6-yl)-2-methylphenyl)-2,5-dichlorobenzenesulfonamide NC1=NC2=CC=C(C=C2C=N1)C=1C(=C(C=CC1)NS(=O)(=O)C1=C(C=CC(=C1)Cl)Cl)C